C(C)(C)N1N=C(C=C1)C1=C(C2=C(N=C(N=C2N2C[C@@H](CCC2)OC)C=2N(C=CN2)C)S1)C(F)(F)F |r| rac-6-(1-isopropyl-1H-pyrazol-3-yl)-4-(3-methoxypiperidin-1-yl)-2-(1-methyl-1H-imidazol-2-yl)-5-(trifluoromethyl)thieno[2,3-d]pyrimidine